2-(2-methyl-4-methylphenyl)formyloxy-1,3-propanediol CC1=C(C=CC(=C1)C)C(=O)OC(CO)CO